COC1=CC=C(CN2[C@@H]([C@@H]2C(F)(F)F)C(=O)OCC)C=C1 ethyl (2S,3R)-1-(4-methoxybenzyl)-3-(trifluoromethyl)aziridine-2-carboxylate